CNC=1C(=CC(=C(C1)C)[N+](=O)[O-])N N1,5-Dimethyl-4-nitrobenzene-1,2-diamine